phenyl[5-phenyl-1-(2-phenylethyl)imidazol-2-yl]methanone C1(=CC=CC=C1)C(=O)C=1N(C(=CN1)C1=CC=CC=C1)CCC1=CC=CC=C1